N[C@H](C(=O)N1[C@@H]([C@H]2[C@H]3C=C[C@@H]([C@H]2C1)C3)C(=O)O)C(C)(C)C3CC3 (1r,2S,3S,6r,7S)-4-[(2S)-2-amino-3-cyclopropyl-3-methylbutanoyl]-4-azatricyclo[5.2.1.0{2,6}]dec-8-ene-3-carboxylic acid